2,2-difluoro-N-(5-(2-methylpyridin-4-yl)thiazolo[5,4-b]pyridin-2-yl)cyclopropane-1-carboxamide FC1(C(C1)C(=O)NC=1SC2=NC(=CC=C2N1)C1=CC(=NC=C1)C)F